ethyl-diphenylsulfonium C(C)[S+](C1=CC=CC=C1)C1=CC=CC=C1